Cl.FC1=C(C=CC=C1)C1CCNCC1 4-(2-fluorophenyl)piperidine hydrochloride